C(#N)C1=CC=C(C=C1)N1CC(N(C2(CCN(C2)C(=O)NC)C1=O)CC1=CC=C(C=C1)C(F)(F)F)=O 9-(4-cyanophenyl)-N-methyl-7,10-dioxo-6-(4-(trifluoromethyl)benzyl)-2,6,9-triazaspiro[4.5]decane-2-carboxamide